(S)-N-(2-chloro-4-fluorobenzyl)-5-fluoro-8-oxo-5,6,7,8-tetrahydroquinoline-5-carboxamide ClC1=C(CNC(=O)[C@]2(C=3C=CC=NC3C(CC2)=O)F)C=CC(=C1)F